8-Benzyl-3-hydroxy-5-hydroxymethyl-1,3,6,7,8,9-hexahydro-2,4,8-triaza-cyclopenta[a]naphthalene-2-carboxylic acid tert-butyl ester Lithium borohydride [BH4-].[Li+].C(C)(C)(C)OC(=O)N1C(C=2C(=C3CN(CCC3=C(N2)CO)CC2=CC=CC=C2)C1)O